ClC=1C=C(C=C(C1)C1NCCOC1)C=1N=C(OC1)N 4-(3-chloro-5-(morpholin-3-yl)phenyl)oxazol-2-amine